1,8-dichloro-N-cyclopropyl-3-(5-(trifluoromethyl)-1,3,4-thiadiazol-2-yl)imidazo[1,5-a]pyridin-6-sulfonamide ClC=1N=C(N2C1C(=CC(=C2)S(=O)(=O)NC2CC2)Cl)C=2SC(=NN2)C(F)(F)F